2-(4-methylpiperazin-1-yl)-N-(4-nitrophenyl)acetamide CN1CCN(CC1)CC(=O)NC1=CC=C(C=C1)[N+](=O)[O-]